6-(8-((2-ethyl-2H-1,2,3-triazol-4-yl)sulfonyl)-8-azaspiro[4.5]dec-2-yl)-2-oxa-6-azaspiro[3.3]heptane C(C)N1N=CC(=N1)S(=O)(=O)N1CCC2(CCC(C2)N2CC3(COC3)C2)CC1